2-((6-(1,1-difluoroethyl)-2-methylpyridin-3-yl)sulfonyl)-N-((tetrahydro-2H-pyran-4-yl)methyl)-2-azaspiro[3.3]heptan-6-amine FC(C)(F)C1=CC=C(C(=N1)C)S(=O)(=O)N1CC2(C1)CC(C2)NCC2CCOCC2